4-(3-((R)-3-aminopiperidine-1-carbonyl)-1-(2-fluoro-4-(3-methoxypyrrolidin-1-yl)phenyl)-1H-pyrazol-5-yl)-2-fluorobenzonitrile N[C@H]1CN(CCC1)C(=O)C1=NN(C(=C1)C1=CC(=C(C#N)C=C1)F)C1=C(C=C(C=C1)N1CC(CC1)OC)F